The molecule is a branched heptasaccharide derivative consisting of two repeating units of beta-D-Gal-(1->4)-[alpha-L-Fuc-(1->3)]-beta-D-GlcNAc (joined by a (1->3)-linkage) with an alpha-L-fucosyl residue attached at the 2-position of the galactose residue at the non-reducing end. It is a glucosamine oligosaccharide and a heptasaccharide derivative. C[C@H]1[C@H]([C@H]([C@@H]([C@@H](O1)O[C@@H]2[C@H]([C@@H](O[C@@H]([C@H]2O[C@H]3[C@@H]([C@H]([C@H]([C@H](O3)CO)O)O[C@H]4[C@@H]([C@H]([C@@H]([C@H](O4)CO)O[C@H]5[C@@H]([C@H]([C@H]([C@H](O5)CO)O)O)O[C@H]6[C@H]([C@@H]([C@@H]([C@@H](O6)C)O)O)O)O[C@H]7[C@H]([C@@H]([C@@H]([C@@H](O7)C)O)O)O)NC(=O)C)O)CO)O)NC(=O)C)O)O)O